N1=C(N=C(N=C1C1=CC=C(C=C1O)OCC=C)C1=CC=C(C=C1O)OCC=C)C1=CC=C(C=C1O)OCC=C 6,6',6''-(1,3,5-triazine-2,4,6-triyl)tris(3-(allyloxy)phenol)